NC1=NC=C(C2=C1C=NN2)NC(C(=O)N([C@H](C)C2=CC=C(C=C2)C(F)(F)F)C)=O (R)-N1-(4-amino-1H-pyrazolo[4,3-c]pyridin-7-yl)-N2-methyl-N2-(1-(4-(trifluoromethyl)phenyl)ethyl)oxalamide